9-chloroacridine-2,3-diol ClC=1C2=CC=CC=C2N=C2C=C(C(=CC12)O)O